N,N-diethyl-beta-hexyloxypropionamide C(C)N(C(CCOCCCCCC)=O)CC